cis-1-(((4-(4-(trifluoromethyl)phenyl)phthalazin-1-yl)amino)methyl)cyclopentane-1,2-diol FC(C1=CC=C(C=C1)C1=NN=C(C2=CC=CC=C12)NC[C@]1([C@@H](CCC1)O)O)(F)F